C(C)OC(=O)C=1C(N(C2=CC(=CC=C2C1N)Cl)C1=CC=CC=C1)=O 4-Amino-7-chloro-2-oxo-1-phenyl-1,2-dihydroquinoline-3-carboxylic acid ethyl ester